FC=1C=CC(=NC1)[C@@H](C)OC1=NC(=CC=2N1C(=CN2)C#N)C=2C=NN(C2C)C2CCNCC2 5-[(1R)-1-(5-Fluoro-2-pyridyl)ethoxy]-7-[5-methyl-1-(4-piperidyl)pyrazol-4-yl]imidazo[1,2-c]pyrimidine-3-carbonitrile